N-[1-(2-amino-5-bromo-3-Formylpyridin-4-yl)piperidin-4-yl]Carbamic acid NC1=NC=C(C(=C1C=O)N1CCC(CC1)NC(O)=O)Br